C(CCC)O[C@@H]1CC[C@H](CC1)NC(=O)C1=CSC2=C1C(N(C=C2C)C)=O N-(trans-4-butoxycyclohexyl)-5,7-dimethyl-4-oxo-4,5-dihydrothieno[3,2-c]pyridine-3-carboxamide